COCCOCCOCCOCCOCCOCCOCCOCCOCCOCCOCCOCCOCCOCCOCCOCCOCCC(=O)N 2,5,8,11,14,17,20,23,26,29,32,35,38,41,44,47,50-heptadecaoxatripentacontan-53-amide